1-[(3R)-1-[1-(azetidin-3-yl)azetidin-3-yl]-3-piperidinyl]-3-(4-phenoxyphenyl)pyrazolo[3,4-d]pyrimidin-4-amine N1CC(C1)N1CC(C1)N1C[C@@H](CCC1)N1N=C(C=2C1=NC=NC2N)C2=CC=C(C=C2)OC2=CC=CC=C2